2-[[5-(4-chloro-2-fluoro-phenyl)-3-ethyl-triazol-4-yl]methyl]-5-[3-[(6-chloro-3-pyridinyl)oxy]azetidin-1-yl]pyridazin-3-one ClC1=CC(=C(C=C1)C1=C(N(N=N1)CC)CN1N=CC(=CC1=O)N1CC(C1)OC=1C=NC(=CC1)Cl)F